5-(3-isopropyl-2-(2-methylpyridin-4-yl)-1H-indol-5-yl)-N-(pyrrolidin-3-yl)-1,3,4-thiadiazole-2-carboxamide C(C)(C)C1=C(NC2=CC=C(C=C12)C1=NN=C(S1)C(=O)NC1CNCC1)C1=CC(=NC=C1)C